1,4-Dibutylpyridinium triflat [O-]S(=O)(=O)C(F)(F)F.C(CCC)[N+]1=CC=C(C=C1)CCCC